4-(2-(tert-butoxy)-2-oxoethyl)-3-oxopiperazine-1-carboxylic acid tert-butyl ester C(C)(C)(C)OC(=O)N1CC(N(CC1)CC(=O)OC(C)(C)C)=O